(2-methyl-quinoline-5-sulfonyl)oxolane-2-carboxamide CC1=NC=2C=CC=C(C2C=C1)S(=O)(=O)C1(OCCC1)C(=O)N